OC1=C(C=CC=C1)C1=NC2=C(N1)C=CC=C2 2-(2-Hydroxyphenyl)-1H-benzimidazole